1-(3-chloro-[1,1'-biphenyl]-4-yl)-1H-pyrazole ClC=1C=C(C=CC1N1N=CC=C1)C1=CC=CC=C1